C(#N)\C(\C1=CC=C(C=C1)C(F)(F)F)=N/[C@H](CCC(=O)OC)C1=CC=CC=C1 Methyl (R,Z)-4-((cyano(4-(trifluoromethyl)phenyl)methylene)amino)-4-phenylbutanoate